SSS bis-mercapto sulfide